methyl 6-(4-(N-(6-methoxy-1-methyl-1H-indazol-7-yl)sulfamoyl)-1H-pyrazol-1-yl)-4-methylnicotinate COC1=CC=C2C=NN(C2=C1NS(=O)(=O)C=1C=NN(C1)C1=NC=C(C(=O)OC)C(=C1)C)C